5-{4-[(5,8-difluoro-2-methyl-3-oxo-4H-quinoxalin-6-yl)methyl]piperazin-1-yl}-6-fluoro-N-methylpyridine-2-carboxamide FC1=C2NC(C(=NC2=C(C=C1CN1CCN(CC1)C=1C=CC(=NC1F)C(=O)NC)F)C)=O